CC(C=O)N(C(CCC(NCCOCCOCCC(=O)O)=O)=O)C 2,3-dimethyl-1,4,7-trioxo-11,14-dioxa-3,8-diazaheptadecan-17-oic acid